tert-butyl 4-(6-(5-((2,4-difluorophenyl)sulfonamido)-6-(dimethylamino)pyridin-3-yl)quinazolin-4-yl)piperazine-1-carboxylate FC1=C(C=CC(=C1)F)S(=O)(=O)NC=1C=C(C=NC1N(C)C)C=1C=C2C(=NC=NC2=CC1)N1CCN(CC1)C(=O)OC(C)(C)C